N2,N5-Bis(3-aminopropyl)-L-ornithylglycyl-N-(1-heptadecyloctadecyl)-glycin-amide NCCCN[C@@H](CCCNCCCN)C(=O)NCC(=O)NCC(=O)NC(CCCCCCCCCCCCCCCCC)CCCCCCCCCCCCCCCCC